FC1(CC1)C(=O)N[C@H](C(=O)N1[C@@H](C[C@H](C1)O)C(=O)OC)C(C)(C)C (2S,4R)-methyl 1-((S)-2-(1-fluorocyclopropanecarboxamido)-3,3-dimethylbutanoyl)-4-hydroxypyrrolidine-2-carboxylate